6-{benzyl[3-(benzyloxy)cyclohexyl]amino}-N-[(7-methoxy-1H-indol-4-yl)methyl]imidazo[1,2-a]pyridine-3-carboxamide C(C1=CC=CC=C1)N(C=1C=CC=2N(C1)C(=CN2)C(=O)NCC2=C1C=CNC1=C(C=C2)OC)C2CC(CCC2)OCC2=CC=CC=C2